N[C@@H]1CN(CC1)C=1C=2CCCCC2N=C2C=CC(=CC12)C1=CC(=NC=C1)NC1=CC(=CC=C1)S(=O)(=O)N1CCNCC1 (S)-4-(9-(3-Aminopyrrolidin-1-yl)-5,6,7,8-tetrahydroacridin-2-yl)-N-(3-(piperazin-1-ylsulfonyl)phenyl)pyridin-2-amine